3-(4-(3-(Methylsulfonyl)piperidin-1-yl)pyrimidin-2-yl)-6-(trifluoromethyl)imidazo[1,2-a]pyrazine CS(=O)(=O)C1CN(CCC1)C1=NC(=NC=C1)C1=CN=C2N1C=C(N=C2)C(F)(F)F